O[Si](CCCCl)(O)O {3-(trihydroxysilyl)propyl}chloride